C(C1=CC=CC=C1)OC1=CC=C(C=C1)CC[C@@H](C(=O)OCC1=CC=CC=C1)NC(=O)OC(C)(C)C benzyl (S)-4-[p-(benzyloxy)phenyl]-2-[(tert-butyl) (oxycarbonylamino)]butyrate